FC1=CC=C(C=C1)NC(=O)C1(CC1)C(=O)N[C@H](C)C(=O)O N-[[1-[[(4-Fluorophenyl)amino]carbonyl]cyclopropyl]carbonyl]-D-alanin